7-(2-fluoro-5-iodophenyl)-5H-pyrrolo[3,2-d]pyrimidin-2-amine FC1=C(C=C(C=C1)I)C1=CNC2=C1N=C(N=C2)N